coumaroyl tartrate C(=O)(OC(\C=C\C1=CC=C(C=C1)O)=O)C(O)C(O)C(=O)[O-]